O-((2,5-dioxaspiro(3.4)oct-7-yl) methyl) S-methyldithiocarbonate C[SH-]C(OCC1COC2(COC2)C1)=S